C1(CC1)CNC1=CC=C(C=N1)/C(=C/C=1C=C(C=NC1C)C(=O)O)/F 5-[(Z)-2-{6-[(cyclopropylmethyl)amino]pyridin-3-yl}-2-fluorovinyl]-6-methylpyridin-3-carboxylic acid